3-(2,2-difluorovinyl)-N-((3S,4R)-3-fluoro-1-methylpiperidin-4-yl)-2-(3-((2-methoxy-4-(methylsulfonyl)phenyl)amino)prop-1-yn-1-yl)imidazo[1,2-a]pyridin-8-amine FC(=CC1=C(N=C2N1C=CC=C2N[C@H]2[C@H](CN(CC2)C)F)C#CCNC2=C(C=C(C=C2)S(=O)(=O)C)OC)F